C(CC)/C(/C(=O)O)=C/C(=O)O.C(\C=C/C(=O)O)(=O)OCCC n-propyl maleate (n-propyl maleate)